C(C)(C)(C)C=1C=CC=2N(C3=CC=C(C=C3C2C1)C(C)(C)C)C1=C(C(=CC(=C1)C(C)(CC(C)(C)C)C)C1=CC(=CC(=C1)F)C)O 3-(3,6-di-tert-butyl-9H-carbazol-9-yl)-5'-fluoro-3'-methyl-5-(2,4,4-trimethylpentan-2-yl)biphenyl-2-ol